Isopropyl-(5-meth-oxy-2-pyridin-2-yl-pyrimidin-4-yl)-amin C(C)(C)NC1=NC(=NC=C1OC)C1=NC=CC=C1